N-(6-(1-cyclobutylpiperidine-4-carbonyl)pyridin-2-yl)-2,4,6-trifluorobenzamide C1(CCC1)N1CCC(CC1)C(=O)C1=CC=CC(=N1)NC(C1=C(C=C(C=C1F)F)F)=O